5-fluoro-1-methyl-2-(4-(methylsulfonyl)phenyl)-6-(1-(8-(tetrahydro-2H-pyran-4-yl)-8-azabicyclo[3.2.1]octan-3-yl)piperidin-4-yl)-1H-benzo[d]imidazole FC1=CC2=C(N(C(=N2)C2=CC=C(C=C2)S(=O)(=O)C)C)C=C1C1CCN(CC1)C1CC2CCC(C1)N2C2CCOCC2